4-(1-(6-(2,4-dioxo-1,2,3,4-tetrahydropyrimidin-5-yl)imidazo[1,2-b]pyridazin-8-yl)azetidin-3-yl)benzonitrile O=C1NC=C(C(N1)=O)C=1C=C(C=2N(N1)C=CN2)N2CC(C2)C2=CC=C(C#N)C=C2